C(COCCC(C(=O)[O-])CC=1C=C(C=C(C1O)C(C)(C)C)C)OCCC(C(=O)[O-])CC=1C=C(C=C(C1O)C(C)(C)C)C Ethylenbis(oxyethylen)-bis-(3-(5-tert-butyl-4-hydroxy-m-tolyl)propionat)